FC1=C(C=C(C=C1)NC(=O)N)C(=O)C=1C=C2N=C(C=NC2=CC1)N1CCNCC1 1-(4-fluoro-3-(3-(piperazin-1-yl)quinoxaline-6-carbonyl)phenyl)Urea